3-(4-((6-(cyclohexylamino)hexyl)thio)-1-oxoisoindolin-2-yl)piperidine-2,6-dione C1(CCCCC1)NCCCCCCSC1=C2CN(C(C2=CC=C1)=O)C1C(NC(CC1)=O)=O